FC1=C(C=C(C=C1)NC(=O)C1=C(N(C(=C1C)C(C(=O)N1CCC(CC1)O)=O)C)C)C N-(4-fluoro-3-methylphenyl)-5-(2-(4-hydroxypiperidin-1-yl)-2-oxoacetyl)-1,2,4-trimethyl-1H-pyrrole-3-carboxamide